(±)-trans-N-[8-amino-6-(6-methyl-1H-indazol-5-yl)-3-isoquinolyl]-2-cyano-cyclopropanecarboxamide NC=1C=C(C=C2C=C(N=CC12)NC(=O)[C@H]1[C@@H](C1)C#N)C=1C=C2C=NNC2=CC1C |r|